ONC(=O)C1=CC2=C(OCCN2CC(=O)N2CCOCC2)C=C1 N-hydroxy-4-(2-morpholino-2-oxoethyl)-3,4-dihydro-2H-benzo[b][1,4]oxazine-6-carboxamide